FC=1C=C2C(=NC=NC2=C(C1)F)N1C[C@](CCC1)(C)O 6,8-difluoro-4-((R)-3-hydroxy-3-methylpiperidin-1-yl)quinazolin